3-{[2-(4-chlorophenyl)imidazo[1,2-a]pyrimidin-3-yl]methyl}-N-methyl-N-phenyl-3,8-diazabicyclo[3.2.1]octane-8-carboxamide ClC1=CC=C(C=C1)C=1N=C2N(C=CC=N2)C1CN1CC2CCC(C1)N2C(=O)N(C2=CC=CC=C2)C